CN1C[C@@H]([C@H](CC1)NC(C(OC1=CC=CC=C1)(F)F)=O)C ((3S,4S)-1,3-dimethylpiperidin-4-yl)-2,2-difluoro-2-phenoxyacetamide